BrC1=CC=C(C=C1)OC Para-bromoanisole